C(=O)C=1C(=CC(=C2C(=C(C(OC12)=O)CCC(=O)NCCOC)C)OCCOC)O 3-(8-formyl-7-hydroxy-5-(2-methoxyethoxy)-4-methyl-2-oxo-2H-chromen-3-yl)-N-(2-methoxyethyl)propionamide